(2S,4R)-N-[(4-cyclopropyl-3-fluoro-phenyl)methyl]-1-[(2S)-2-(4-cyclopropyltriazol-1-yl)-3,3-dimethyl-butanoyl]-4-hydroxy-pyrrolidine-2-carboxamide C1(CC1)C1=C(C=C(C=C1)CNC(=O)[C@H]1N(C[C@@H](C1)O)C([C@H](C(C)(C)C)N1N=NC(=C1)C1CC1)=O)F